6-chloro-8-fluoro-3-thiomorpholinosulfonyl-quinolin-4-ol ClC=1C=C2C(=C(C=NC2=C(C1)F)S(=O)(=O)N1CCSCC1)O